NCC1N2CC3CC(CC1C3)C2 aminomethyl-azaadamantane